C1(=CC=CC=C1)C(=NC=1C=C(C=2N(C1)C=C(N2)C)OC)C2=CC=CC=C2 N-(diphenylmethylene)-8-methoxy-2-methylimidazo[1,2-a]pyridin-6-amine